2-((2-(Dimethoxymethyl)-4,5-difluorobenzyl)amino)acetic acid methyl ester COC(CNCC1=C(C=C(C(=C1)F)F)C(OC)OC)=O